C(C)NCCC Ethyl-(propyl)amine